C(C1=CC=CC=C1)(=O)C1=CC=C(C=C1)SC1=CC=C(C=C1)C(C(C)(SC1=CC=C(C=C1)C)C)=O 1-[4-(4-benzoylphenylmercapto)phenyl]-2-methyl-2-(4-methylphenylsulfanyl)propan-1-one